FC(COC1=C(C=C(C(=N1)F)N)F)F 6-(2,2-difluoroethoxy)-2,5-difluoropyridine-3-amine